(S)-1-((3-methyloxetan-3-yl)methyl)aziridine-2-carboxylic acid CC1(COC1)C[N@@]1C(C1)C(=O)O